OC[C@H](C)N1C=NC2=C(C1=O)C=C(N=C2C=2C=NSC2)C=2C=NC(=CC2)C(F)(F)F (S)-3-(1-hydroxy-propan-2-yl)-8-(isothiazol-4-yl)-6-(6-(trifluoromethyl)pyridin-3-yl)pyrido[3,4-d]pyrimidin-4(3H)-one